CC1=NC(=CC(=C1)C1=C(C=2C(=CC=3CCN(CC3C2)C2CCN(CC2)CC(C)C)N1)C(C)C)C 2-(2,6-dimethylpyridin-4-yl)-6-(1-isobutylpiperidin-4-yl)-3-isopropyl-5,6,7,8-tetrahydro-1H-pyrrolo[2,3-g]isoquinoline